O[C@@H]1[C@H](O[C@H]([C@@H]1O)N1C2=NC=NC(=C2N=C1)N(C)C1=CC=C(C=C1)S(N)(=O)=O)COCP(O)(O)=O [(2R,3S,4R,5R)-3,4-dihydroxy-5-[6-[(4-sulfamoylphenyl)-methylamino]purin-9-yl]tetrahydrofuran-2-yl]methoxymethyl-phosphonic acid